C(#N)C1=NC=C(C=N1)OC1=CC=C(C=C1)C(C)(C)C1=CC=C(OCOC(=O)N2CCC2)C=C1 ((4-(2-(4-((2-cyanopyrimidin-5-yl)oxy)phenyl)propan-2-yl)phenoxy)methyl)azetidine-1-Carboxylate